ammonium (hydrogen) carbonate C(O)([O-])=O.[NH4+]